ClC=1C=C(C=CC1F)N1C=C(C2=C1N=CN=C2N2CCN(CC2)C(=O)OCC)C2=NC=CC=C2 ethyl 4-(7-(3-chloro-4-fluorophenyl)-5-(pyridin-2-yl)-7H-pyrrolo[2,3-d]pyrimidin-4-yl)piperazine-1-carboxylate